ClC1=C(C(=O)NC2=CC3=C(NCN3C3CCN(CC3)C)C=C2)C=CC(=C1)F 2-chloro-4-fluoro-N-[3-(1-methylpiperidin-4-yl)-1,2-dihydrobenzimidazol-5-yl]benzamide